(3S)-4-{(1S)-2-[4,6-bis(trifluoromethyl)-1,3,5-triazin-2-yl]-6-chloro-2,3,4,9-tetrahydro-1H-pyrido[3,4-b]indol-1-yl}butane-1,3-diol FC(C1=NC(=NC(=N1)C(F)(F)F)N1[C@H](C=2NC3=CC=C(C=C3C2CC1)Cl)C[C@@H](CCO)O)(F)F